2-methyl-5-(3-tert-butylphenyl)-N-(3-(2-oxopropyl)-1,2,4-thiadiazol-5-yl)furan-3-carboxamide CC=1OC(=CC1C(=O)NC1=NC(=NS1)CC(C)=O)C1=CC(=CC=C1)C(C)(C)C